ClC1=C(C=CC=2C(=C3N(C12)CCN(C3)C(CC3=NC=CN=C3)=O)C=3C=NNC3)Cl 1-[6,7-Dichloro-10-(1H-pyrazol-4-yl)-3,4-dihydro-1H-pyrazino[1,2-a]indol-2-yl]-2-pyrazin-2-yl-ethanone